FC1([C@H](CNCC1)C1=CC(=NC=C1)C)F |r| (S and R)-4-(4,4-difluoropiperidin-3-yl)-2-methylpyridine